(R)-(5-Methyl-7,8-dihydro-1,6-naphthyridin-6(5H)-yl)(7-(trifluoromethoxy)-1H-benzo[d]imidazol-2-yl)methanone C[C@@H]1C=2C=CC=NC2CCN1C(=O)C1=NC2=C(N1)C(=CC=C2)OC(F)(F)F